4-bromo-6-methyl-7-oxo-5H-furo[2,3-f]isoindole-2-carboxamide BrC1=C2C(=CC=3C(N(CC13)C)=O)OC(=C2)C(=O)N